N[C@@H](CC1=CC(I)=C(C(I)=C1)OC1=CC(I)=C(C=C1)O)C(=O)O 5-trans-triiodothyronine